2-(4-benzyloxy-6-methoxybenzofuran-2-yl)-6-methylimidazo[1,2-a]pyridine C(C1=CC=CC=C1)OC1=CC(=CC2=C1C=C(O2)C=2N=C1N(C=C(C=C1)C)C2)OC